NC1=NC=NC=C1C=O 4-aminopyrimidine-5-carbaldehyde